N1(CCC1)C(=O)N1[C@H]([C@H](C(C1)(F)F)NS(=O)(=O)C1CC1)CC=1C(=C(C=CC1)C1=C(C(=CC=C1)C)F)F N-{(2S,3R)-1-(azetidine-1-carbonyl)-2-[(2,2'-difluoro-3'-methyl[1,1'-biphenyl]-3-yl)methyl]-4,4-difluoropyrrolidin-3-yl}-cyclopropanesulfonamide